N-(1-methyl-1H-imidazol-4-yl)-2-(2-(pyridin-3-yl)pyrrolidin-1-yl)pyrrolo[2,1-f][1,2,4]triazin-4-amine CN1C=NC(=C1)NC1=NC(=NN2C1=CC=C2)N2C(CCC2)C=2C=NC=CC2